2-{3-[(3R)-3-(tert-butylamino)pyrrolidin-1-yl]-1,2,4-triazin-6-yl}-5-(2,8-dimethylimidazo[1,2-b]pyridazin-6-yl)pyridin C(C)(C)(C)N[C@H]1CN(CC1)C=1N=NC(=CN1)C1=NC=C(C=C1)C=1C=C(C=2N(N1)C=C(N2)C)C